FC(OC1=C(C(=O)NCCCC[C@@H](C=2NC(=CN2)C2=CC3=CC=CC=C3C=C2)NC(=O)C2=CN=CS2)C=CC=C1)F (S)-N-(5-(2-(difluoromethoxy)benzamido)-1-(5-(naphthalen-2-yl)-1H-imidazol-2-yl)pentyl)thiazole-5-carboxamide